7-fluoro-5-(2-((tetrahydro-2H-pyran-2-yl)oxy)ethyl)chroman-8-carbonitrile FC1=CC(=C2CCCOC2=C1C#N)CCOC1OCCCC1